C(CCCCCCCC)N(CCCC1CCN(CC1)C(CC)=O)CCCCCCCCC 1-(4-(3-(dinonylamino)propyl)piperidin-1-yl)propan-1-one